C(=C)[Si](OOC(C)(C)C)(OOC(C)(C)C)OOC(C)(C)C vinyltris-(tert-butylperoxy)silane